2-(1-((6-(5-(((4-(3,3-difluorocyclobutyl)pyrimidin-2-yl)oxy)methyl)-1-methyl-1H-1,2,3-triazol-4-yl)-2-methylpyridin-3-yl)ethynyl)cyclopropyl)acetic acid FC1(CC(C1)C1=NC(=NC=C1)OCC1=C(N=NN1C)C1=CC=C(C(=N1)C)C#CC1(CC1)CC(=O)O)F